S(=O)(=O)=C(C(=O)O)CCCCCC\C=C/CCCCCCCC sulphonyl-oleic acid